C(C1=CC=CC=C1)N(C(C(=O)OCC(F)(F)F)=O)CC1=CC(=CC=C1)N(C)C(=O)OC(C)(C)C 2,2,2-trifluoroethyl 2-[benzyl-[[3-[tert-butoxycarbonyl(methyl)amino]phenyl]methyl]amino]-2-oxo-acetate